4-(6-Bromopyridin-2-yl)piperazin-2-one BrC1=CC=CC(=N1)N1CC(NCC1)=O